(1r,4r)-N1,N4-Bis(4-(bis(((Z)-dec-4-en-1-yl)oxy)(methyl)silyl)butyl)-N1,N4-dimethylcyclohexan-1,4-diamin C(CC\C=C/CCCCC)O[Si](CCCCN(C1CCC(CC1)N(C)CCCC[Si](C)(OCCC\C=C/CCCCC)OCCC\C=C/CCCCC)C)(C)OCCC\C=C/CCCCC